ethyl (2R,3S)-3-hydroxy-3-(4-methoxyphenyl)-2-(((4-nitrophenyl)sulfonyl)oxy)propanoate O[C@H]([C@H](C(=O)OCC)OS(=O)(=O)C1=CC=C(C=C1)[N+](=O)[O-])C1=CC=C(C=C1)OC